tert-Butyl 6-((1H-imidazol-1-yl) methyl)-4-bromoisoindoline-2-carboxylate N1(C=NC=C1)CC1=CC(=C2CN(CC2=C1)C(=O)OC(C)(C)C)Br